2-bromo-5-[(1S)-2,2,2-trifluoro-1-methyl-ethoxy]-[1,2,4]Triazolo[1,5-a]Pyridine BrC1=NN2C(C=CC=C2O[C@H](C(F)(F)F)C)=N1